4,7-bis(carboxymethyl)-1,4,7-triazacyclononane C(=O)(O)CN1CCNCCN(CC1)CC(=O)O